ClC1=CC=C(C=C1)C1=NN(C(C=C1)=O)CC(=O)NCC(C)C 2-(3-(4-chlorophenyl)-6-oxopyridazin-1(6H)-yl)-N-isobutylacetamide